Cl.C(C)(C)(C)OC([C@@H](N)CCCCNC(=O)OCC1=CC=CC=C1)=O N6-Cbz-L-lysine tert-butyl ester hydrochloride